ClC1=CC(=C(C=C1)N1N=CC(=C1C(F)(F)F)C(=O)NC=1C=NC(=C(C1)Cl)N1N=CC=N1)C 1-(4-chloro-2-methylphenyl)-N-(5-chloro-6-(2H-1,2,3-triazol-2-yl)pyridin-3-yl)-5-(trifluoromethyl)-1H-pyrazole-4-carboxamide